2-(2,5-dibromophenoxy)ethan-1-ol BrC1=C(OCCO)C=C(C=C1)Br